C(C)NC1=NC(=CC(=C1)C1=C(C=C(C#N)C=C1)C1=NN=CN1C)N1C(C2=CC(=CC(=C2C1)C(F)(F)F)COCC1(CCC1)O)=O 4-[2-(ethylamino)-6-(6-{[(1-hydroxycyclobutyl)methoxy]methyl}-1-oxo-4-(trifluoromethyl)-3H-isoindol-2-yl)pyridin-4-yl]-3-(4-methyl-1,2,4-triazol-3-yl)benzonitrile